4-oxohexahydropyrazino[2,1-c][1,4]oxazine-8(1H)-carboxylate O=C1N2C(COC1)CN(CC2)C(=O)[O-]